(1,5-pentanediol) adipate C(CCCCC(=O)O)(=O)O.C(CCCCO)O